Methyl 4-nitro-3-(((4-propyl-4H-1,2,4-triazol-3-yl)methyl)amino)benzoate [N+](=O)([O-])C1=C(C=C(C(=O)OC)C=C1)NCC1=NN=CN1CCC